N-(3-chloro-4-(4-(piperidine-4-carbonyl)piperazine-1-carbonyl)phenyl)-1-methyl-5-(1-(pyrimidin-2-yl)-3-(trifluoromethyl)-pyrazol-4-yl)-imidazole-2-carboxamide ClC=1C=C(C=CC1C(=O)N1CCN(CC1)C(=O)C1CCNCC1)NC(=O)C=1N(C(=CN1)C=1C(=NN(C1)C1=NC=CC=N1)C(F)(F)F)C